C(CC)NC=1C=CC2=CC=3C=CCC(C3C=C2C1)NC=1C=C(C=CC1)C 3-(propylamino)-5-(m-toluylamino)-6H-anthracene